1,2,3,5,6,7-hexahydropyrrolo[3,4-f]isoindole C1NCC=2C1=CC=1CNCC1C2